N1N=CC(=C1)C1=CC=C(C=C1)NC=1C2=C(N=C(N1)C1=CC=C3C=C(N(C3=C1)C)C(=O)N1CC(C1)(F)F)OCCO2 (6-(4-((4-(1H-pyrazol-4-yl)phenyl)amino)-6,7-dihydro-[1,4]dioxino[2,3-d]pyrimidin-2-yl)-1-methyl-1H-indol-2-yl)(3,3-difluoroazetidin-1-yl)methanone